trans-1,2-dimethylethylene carbonate C(O)(O)=O.C\C=C\C